ClC1=C2C(=NC=C1)NC(=C2C=2C=CC(=C(C2)NC(C=C)=O)C)C2=CC=C(C=C2)OCCCN(C)C N-(5-(4-chloro-2-(4-(3-(dimethylamino)propoxy)phenyl)-1H-pyrrolo[2,3-b]pyridin-3-yl)-2-methylphenyl)acrylamide